NC=1C(NC2=CC=C(C=C2C1C1=C2C=NNC2=C(C=C1)Cl)C1CN(C1)C)=O 3-amino-4-(7-chloro-1H-indazol-4-yl)-6-(1-methylazetidin-3-yl)-1H-quinolin-2-one